ClC(C(=O)C1=NC=CC=C1)C 2-chloro-1-(pyridin-2-yl)propan-1-one